2-[4-({[4-(Phenylmethoxy)phenyl]amino}carbonyl)-1,5-dimethyl-1H-pyrrol-2-yl]-5-cyano-4-methoxybenzoic acid C1(=CC=CC=C1)COC1=CC=C(C=C1)NC(=O)C=1C=C(N(C1C)C)C1=C(C(=O)O)C=C(C(=C1)OC)C#N